COC(C1=C(C(=CC(=C1F)F)F)F)=O 2,3,5,6-tetrafluorobenzoic acid methyl ester